(S)-N-methyl-6-(trifluoromethyl)-2,3-dihydrobenzofuran-3-amine CN[C@@H]1COC2=C1C=CC(=C2)C(F)(F)F